tris[methylene-3,5-di-tert-butyl-4-hydroxyphenyl]methane C=C1C(C=C(C(=C1C(C)(C)C)O)C(C)(C)C)C(C1C(C(=C(C(=C1)C(C)(C)C)O)C(C)(C)C)=C)C1C(C(=C(C(=C1)C(C)(C)C)O)C(C)(C)C)=C